C1N(CC12CCOCC2)C2=CC(=NC=C2)C(=O)N 4-(7-oxa-2-azaspiro[3.5]nonan-2-yl)picolinamide